(2S)-2-{1-[(2R)-1-(2-chloroethyl)pyrrolidin-2-yl]-N-methylformamido}-3-methylbutanoic acid ClCCN1[C@H](CCC1)C(=O)N(C)[C@H](C(=O)O)C(C)C